(4-(piperidin-4-ylmethyl)piperazin-1-yl)methanone N1CCC(CC1)CN1CCN(CC1)C=O